3-(6-chloro-1H-imidazo[4,5-c]pyridin-2-yl)-5-{2-fluoro-6-[(2H3)methyloxy]phenyl}-1,6-naphthyridin-2(1H)-one methanesulfonate CS(=O)(=O)O.ClC1=CC2=C(C=N1)N=C(N2)C=2C(NC1=CC=NC(=C1C2)C2=C(C=CC=C2OC([2H])([2H])[2H])F)=O